(S)-N-(3-chloro-4-fluorophenyl)-N-methyl-1-(6-methyl-4-trifluoromethylpyridin-2-yl)-2-methylsulfanyl-4,5-dihydro-1H-imidazole-5-carboxamide ClC=1C=C(C=CC1F)N(C(=O)[C@@H]1CN=C(N1C1=NC(=CC(=C1)C(F)(F)F)C)SC)C